N-(2-(6-(((3aR,5s,6aS)-2-((tetrahydro-2H-pyran-4-yl)methyl)octahydrocyclopenta[c]pyrrol-5-yl)amino)pyridazin-3-yl)phenyl)acetamide-2,2,2-d3 O1CCC(CC1)CN1C[C@@H]2[C@H](C1)CC(C2)NC2=CC=C(N=N2)C2=C(C=CC=C2)NC(C([2H])([2H])[2H])=O